6-hydroxymethyladenine OCC1(C2=NC=NC2=NC=N1)N